FC=1C(=CC(=NC1)OC)C1=CC(=NN1)C(=O)N1C2(CC2)C[C@@H](CC1)C(=O)NC1CCC2(CCO2)CC1 |o1:21| (7R*)-4-[5-(5-fluoro-2-methoxypyridin-4-yl)-1H-pyrazole-3-carbonyl]-N-[(4r,7r)-1-oxaspiro[3.5]nonan-7-yl]-4-azaspiro[2.5]octane-7-carboxamide